4-(((2Z)-5-(4-methylbenzylidene)-4-oxo-3-phenylthiazolidin-2-ylidene)amino)benzenesulphonamide CC1=CC=C(C=C2C(N(/C(/S2)=N/C2=CC=C(C=C2)S(=O)(=O)N)C2=CC=CC=C2)=O)C=C1